N1C=CC2=CC=C(C=C12)S(=O)(=O)N1CC(C1)N(C1=CC=C(C=C1)O)CC 4-((1-((1H-indol-6-yl)sulfonyl)azetidin-3-yl)(ethyl)amino)phenol